FC(C1CCC(CC1)CN1C[C@@H](C([C@@H](C1)O)O)O)F (3S,4R,5R)-1-(((1s,4S)-4-(difluoromethyl)cyclohexyl)methyl)piperidine-3,4,5-triol